2-hydroxy-4-methoxy-4'-butyl-benzophenone OC1=C(C(=O)C2=CC=C(C=C2)CCCC)C=CC(=C1)OC